1-methyl-4-iso-propenyl-1-cyclohexene CC1=CCC(CC1)C(=C)C